methyl 2-[[4-[4-[tert-butoxycarbonyl(ethyl)amino]-1-piperidyl]-6-fluoro-2-methyl-indazole-7-carbonyl]amino]-8-methyl-imidazo[1,2-a]pyrazine-6-carboxylate C(C)(C)(C)OC(=O)N(C1CCN(CC1)C=1C2=CN(N=C2C(=C(C1)F)C(=O)NC=1N=C2N(C=C(N=C2C)C(=O)OC)C1)C)CC